[O-]P([O-])(=O)OP(=O)([O-])[O-].[Na+].P(=O)([O-])(O)O.[Fe+2].[Mn+2] manganese iron phosphate sodium pyrophosphate